BrC1=CC(=NC=C1)C1(COCC1)C#N 3-(4-bromopyridin-2-yl)tetrahydrofuran-3-carbonitrile